FC1([C@H](COC1)NC(N([C@H](CC)C1=CC=NC=C1)C)=O)F 3-[(3S)-4,4-difluorotetrahydrofuran-3-yl]-1-methyl-1-[(1R)-1-(4-pyridyl)propyl]urea